(S)-3-(3-(2-(2-methylazetidin-1-yl)-6,7-dihydro-5H-cyclopenta[d]pyrimidin-4-yl)phenyl)propenamide C[C@@H]1N(CC1)C=1N=C(C2=C(N1)CCC2)C=2C=C(C=CC2)C=CC(=O)N